(2-indenyl)-(1-indenyl)-ethane C1C(=CC2=CC=CC=C12)C(C)C1C=CC2=CC=CC=C12